CN1C2=NC(=NC(=C2N=C1)N1CC2(COC2)C1)C#CC=1N(C=C(N1)C1=CC=CC=C1)CC1CCOCC1 6-[9-Methyl-2-[2-[4-phenyl-1-(tetrahydropyran-4-ylmethyl)imidazol-2-yl]ethynyl]purin-6-yl]-2-oxa-6-azaspiro[3.3]heptane